(2S,4R)-1-(2-(4-amino-8-methyl-6-(trifluoromethyl)-9H-pyrimido[4,5-b]indol-9-yl)acetyl)-N-(6-bromopyrazin-2-yl)-4-fluoropyrrolidine-2-carboxamide NC1=NC=NC=2N(C3=C(C=C(C=C3C21)C(F)(F)F)C)CC(=O)N2[C@@H](C[C@H](C2)F)C(=O)NC2=NC(=CN=C2)Br